FC1=C(C=CC=C1)[C@H]1N(CC[C@H](C1)NC)C(=O)N1CC2(CCCC2)[C@@H](CC1)CN1C=NC(=CC1=O)C1=C(C=CC=C1)OC 3-(((R)-7-((2S,4R)-2-(2-fluorophenyl)-4-(methylamino)piperidine-1-carbonyl)-7-azaspiro[4.5]dec-10-yl)methyl)-6-(2-methoxyphenyl)pyrimidin-4(3H)-one